N[C@@H]1[C@@H](OCC12CCN(CC2)C=2N(C(C1=C(N2)NN=C1C#CC(C)(C)N)=O)C)C 6-((3S,4S)-4-amino-3-methyl-2-oxa-8-azaspiro[4.5]decan-8-yl)-3-(3-amino-3-methylbut-1-yn-1-yl)-5-methyl-1,5-dihydro-4H-pyrazolo[3,4-d]pyrimidin-4-one